[Ru](Cl)(Cl)Cl ruthenic chloride